3-((2-(2-fluorophenyl)-4-((methylamino)methyl)-1H-pyrrol-1-yl)sulfonyl)benzenethiol trifluoroacetate FC(C(=O)O)(F)F.FC1=C(C=CC=C1)C=1N(C=C(C1)CNC)S(=O)(=O)C=1C=C(C=CC1)S